FC1=C(C(=CC=2N(N=NC21)C)F)C#CC2=NN(C(=C2C(=O)N)NC)[C@@H]2CN([C@H](C2)COC)C(C=C)=O 3-[2-(4,6-Difluoro-1-methyl-1,2,3-benzotriazol-5-yl)ethynyl]-1-[(3S,5R)-5-(methoxymethyl)-1-(prop-2-enoyl)pyrrolidin-3-yl]-5-(methylamino)pyrazole-4-carboxamide